FC=1C=NC=CC1C1=CC2=C(N=CN=C2N2CC3CCC(C2)N3C(=O)OC(C)(C)C)N1 tert-butyl 3-(6-(3-fluoropyridin-4-yl)-7H-pyrrolo[2,3-d]pyrimidin-4-yl)-3,8-diazabicyclo[3.2.1]octane-8-carboxylate